C(CC)S(=O)(=O)ON=C1C=CC(S1)=C(C#N)C1=C(C=CC=C1)C (5-propylsulfonyloxyimino-5H-thiophen-2-ylidene)-2-methylphenyl-acetonitrile